COC=1C=C(C=CC1OC)C=1N=C2N(C=CC=C2C)C1 2-(3,4-dimethoxyphenyl)-8-methylimidazo[1,2-a]pyridine